COC1=C(CC(N)C)C=C(C(=C1)SCCC)OC 2,5-dimethoxy-4-n-propylthioamphetamine